Cl.COC=1C=C2C3(CNCC2=CC1)CC3 6'-methoxy-2',3'-dihydro-1'H-spiro[cyclopropane-1,4'-isoquinoline] hydrochloride